N1(CCCCCC1)C=1SC(=C(N1)Cl)C=O 2-AZEPAN-1-YL-4-CHLORO-THIAZOLE-5-CARBALDEHYDE